3-(5-fluoroindol-1-yl)cyclobutanecarboxylic acid FC=1C=C2C=CN(C2=CC1)C1CC(C1)C(=O)O